4-(5-methyl-3-(trifluoromethyl)-1H-pyrazol-1-yl)phenol CC1=CC(=NN1C1=CC=C(C=C1)O)C(F)(F)F